C(#N)CCP(O)(N(C(C)C)C(C)C)O[C@H]1[C@H]([C@@H](O[C@@H]1COC(C1=CC=C(C=C1)OC)(C1=CC=C(C=C1)OC)C1=CC=CC=C1)N1C=NC=2C(=O)NC(NC(C(C)C)=O)=NC12)OCOCCNC(C(F)(F)F)=O N2-isobutyryl-5'-O-(4,4'-dimethoxytrityl)-2'-O-[2-(trifluoroacetyl)aminoethoxymethyl]guanosine 3'-O-(2-cyanoethyl N,N-diisopropyl phosphoramidite)